O=C1NC(CCC1C1=CC(=C(OCC(=O)OC(C)(C)C)C=C1)C(F)(F)F)=O tert-butyl 2-(4-(2,6-dioxopiperidin-3-yl)-2-(trifluoromethyl)phenoxy)acetate